6,6'-(2-methylpropane-1,1-diyl)bis(2,2,4-trimethyl-1,2-dihydroquinoline) CC(C(C=1C=C2C(=CC(NC2=CC1)(C)C)C)C=1C=C2C(=CC(NC2=CC1)(C)C)C)C